BrC=1C(=C(C(=CC1)F)C(CCN(C)C)Cl)F 3-(3-bromo-2,6-difluorophenyl)-3-chloro-N,N-dimethylpropan-1-amine